2-(5,7-difluoro-1-((2-(trimethylsilyl)ethoxy)methyl)-1H-indazol-3-yl)-N,N-dimethylethan-1-amine FC=1C=C2C(=NN(C2=C(C1)F)COCC[Si](C)(C)C)CCN(C)C